C1(CC1)C=1N=C(C(=NC1C=1C2=C(C=NC1)N(C=N2)C)C(=O)N)NC=2C=NC(=CC2)C(C)(C)O 5-Cyclopropyl-3-[[6-(1-hydroxy-1-methyl-ethyl)-3-pyridyl]amino]-6-(3-methylimidazo[4,5-c]pyridin-7-yl)pyrazin-2-carboxamid